ClC=1C=C(C=C(C1)NCCN)NC(=O)NC1=C(C=CC(=C1)F)CO 1-[3-chloro-5-(2-aminoethylamino)phenyl]-3-(5-fluoro-2-hydroxymethylphenyl)urea